Benzyl ((S)-1-(((S,E)-6-Amino-6-oxo-1-phenylhex-4-en-3-yl)-amino)-1-oxo-3-phenylpropan-2-yl)carbamate NC(/C=C/[C@H](CCC1=CC=CC=C1)NC([C@H](CC1=CC=CC=C1)NC(OCC1=CC=CC=C1)=O)=O)=O